N1(N=CC=C1)C1C(CC1)C=1NC(C2=C(N1)N(N=C2C#N)C(C)C2CCOCC2)=O 6-(2-(1H-Pyrazol-1-yl)cyclobutyl)-4-oxo-1-(1-(tetrahydro-2H-pyran-4-yl)ethyl)-4,5-dihydro-1H-pyrazolo[3,4-d]pyrimidin-3-carbonitril